N-[(1S)-2,2-dicyclopropyl-1-[[1-[cyclopropyl-[1-(2,2,2-trifluoro-ethyl)tetrazol-5-yl]methyl]-3-fluoro-pyrazol-4-yl]-carbamoyl]ethyl]-2-isopropyl-pyrazole-3-carboxamide C1(CC1)C([C@@H](C(NC=1C(=NN(C1)C(C1=NN=NN1CC(F)(F)F)C1CC1)F)=O)NC(=O)C=1N(N=CC1)C(C)C)C1CC1